Cl.N[C@@H]1C[C@H](CC1)NC1=CC=C(C=N1)N1C(C=CC=C1)=O 6'-(((1S,3S)-3-aminocyclopentyl)amino)-2H-[1,3'-bipyridyl]-2-one hydrochloride